NC1=C(SC=2N=C(N=C(C21)C)C)C(=O)NC2CC=1C=C(C(=NC1CC2)N2CC(C(C2)OCC(C)OC)N)F 5-amino-N-{2-[3-amino-4-(2-methoxypropoxy)pyrrolidin-1-yl]-3-fluoro-5,6,7,8-tetrahydroquinolin-6-yl}-2,4-dimethylthieno[2,3-d]pyrimidine-6-carboxamide